lithium bis(triphenylphosphine) tetrakis(pentafluorophenyl)borate FC1=C(C(=C(C(=C1[B-](C1=C(C(=C(C(=C1F)F)F)F)F)(C1=C(C(=C(C(=C1F)F)F)F)F)C1=C(C(=C(C(=C1F)F)F)F)F)F)F)F)F.C1(=CC=CC=C1)P(C1=CC=CC=C1)C1=CC=CC=C1.C1(=CC=CC=C1)P(C1=CC=CC=C1)C1=CC=CC=C1.[Li+]